(E)-3-(3,5-difluoro-4-((1R,3R)-2-(2-fluoro-2-methylpropyl)-6-hydroxy-3-methyl-2,3,4,9-tetrahydro-1H-pyrido[3,4-b]Indol-1-yl)phenyl)acrylic acid ethyl ester C(C)OC(\C=C\C1=CC(=C(C(=C1)F)[C@H]1N([C@@H](CC2=C1NC1=CC=C(C=C21)O)C)CC(C)(C)F)F)=O